2,3-dioxo-6-nitro-1,2,3,4-tetrahydrobenzo[f]quinoxaline-7-sulfonamide O=C1C(NC=2C=C(C3=C(C2N1)C=CC=C3S(=O)(=O)N)[N+](=O)[O-])=O